ammonium xylenol C1(C(C=CC=C1)C)(C)O.[NH4+]